[6-[3-(1-hydroxycyclopropyl)-1,2,4-triazol-1-yl]-2-azaspiro[3.3]heptan-2-yl]-[7-[[5-(trifluoromethyl)-2-pyridyl]methyl]-2,7-diazaspiro[3.5]nonan-2-yl]methanone OC1(CC1)C1=NN(C=N1)C1CC2(CN(C2)C(=O)N2CC3(C2)CCN(CC3)CC3=NC=C(C=C3)C(F)(F)F)C1